BrC=1C(N(C(=CC1OCC1=NC=C(C=C1)F)C)C1=CC(=NC=C1C)C1=NC(=NC=C1C)C(C)(C)O)=O (M)-3-bromo-4-((5-fluoropyridin-2-yl)methoxy)-2'-(2-(2-hydroxypropan-2-yl)-5-methylpyrimidin-4-yl)-5',6-dimethyl-2H-[1,4'-bipyridin]-2-one